C(CCCCC)[C@H](C(=O)OCCCCCCN(CCCCCCOC([C@@H](CCCCCCCC)CCCCCC)=O)CCCCO[Si](C)(C)C(C)(C)C)CCCCCCCC 6-((4-((tert-butyldimethylsilyl)oxy)butyl)(6-(((R)-2-hexyldecanoyl)oxy)hexyl)amino)hexyl (S)-2-hexyldecanoate